N-[3-(trimethylammonio)butyl]methacrylamide C[N+](C(CCNC(C(=C)C)=O)C)(C)C